(3S,4S)-1-cyclopropylmethyl-4-{[5-(2,4-difluoro-phenyl)-isoxazole-3-carbonyl]-amino}-piperidine-3-carboxylic acid (1-pyridin-4-yl-cyclopropyl)-amide N1=CC=C(C=C1)C1(CC1)NC(=O)[C@H]1CN(CC[C@@H]1NC(=O)C1=NOC(=C1)C1=C(C=C(C=C1)F)F)CC1CC1